C(#N)NC(=N)NCC(COCC=C)O N-cyano-N'-[2-hydroxy-3-(allyloxy)propyl]guanidine